C1CCC2=C(C=CC=C12)C1=C(C=C2C(=N1)C(=NN2COCC[Si](C)(C)C)C=2C=NN(C2)C)C=O (2,3-dihydro-1H-inden-4-yl)-3-(1-methyl-1H-pyrazol-4-yl)-1-((2-(trimethylsilyl)ethoxy)methyl)-1H-pyrazolo[4,3-b]pyridine-6-carbaldehyde